C(CCCCCCCC=CC=CC=CCCCC)N eleostearylamine